DL-β-amino-n-butyric acid CC(CC(=O)O)N